NC1=C2C(=NC=N1)N(N=C2N2C(=CC1=CC=CC=C21)C(=O)NCCO)C(C)(C)C (4-amino-1-tert-butyl-pyrazolo[3,4-d]pyrimidin-3-yl)-N-(2-hydroxyethyl)-1H-indole-2-carboxamide